(S)-N-(1-(6-(3,6-dihydro-2H-pyran-4-yl)-1-neopentyl-1H-indol-3-yl)-2,2-difluoroethyl)cyclopropanesulfonamide O1CCC(=CC1)C1=CC=C2C(=CN(C2=C1)CC(C)(C)C)[C@@H](C(F)F)NS(=O)(=O)C1CC1